Hexaglyme COCCOCCOCCOCCOCCOCCOC